CC1=NC(=CC(=N1)N1CC2(C1)CN(CC2)C2=CN=C1C(=N2)N(N=C1)CC(C)=O)C(F)(F)F 1-(6-(2-(2-methyl-6-(trifluoromethyl)pyrimidin-4-yl)-2,6-diazaspiro[3.4]octan-6-yl)-1H-pyrazolo[3,4-b]pyrazin-1-yl)propan-2-one